3-((3-(8-(((1R,2R,3S,5S)-2-fluoro-8-azabicyclo[3.2.1]octan-3-yl)amino)-3-((trifluoromethyl)thio)imidazo[1,2-a]pyridin-2-yl)prop-2-yn-1-yl)amino)-4-methoxy-N-methylbenzamide F[C@@H]1[C@H]2CC[C@@H](C[C@@H]1NC=1C=3N(C=CC1)C(=C(N3)C#CCNC=3C=C(C(=O)NC)C=CC3OC)SC(F)(F)F)N2